CN[Au](CC(C)C)[C@@H](O)CC(O)=O monomethyl-aurastatinE